3-benzyl-8-(tertButyl)(1S,2S,5R)-2-((S)-cyclopropyl(hydroxy)methyl)-3,8-diazabicyclo[3.2.1]octane C(C1=CC=CC=C1)N1[C@@H]([C@@H]2CC[C@H](C1)N2C(C)(C)C)[C@@H](O)C2CC2